FC1=C2C=C(N(C2=CC=C1N1C(C2=CC(=C(C=C2C(C1)C(=O)N1CCC(CC1)F)OC)OC)=O)C)C 2-(4-fluoro-1,2-dimethyl-1H-indol-5-yl)-4-(4-fluoropiperidine-1-carbonyl)-6,7-dimethoxy-3,4-dihydroisoquinolin-1(2H)-one